CN(C)C[Si](C1=CC=C(C=C)C=C1)(OC)OC 4-(dimethylaminomethyldimethoxysilyl)styrene